4-(1-methylazetidine-3-carbonyl)piperazine CN1CC(C1)C(=O)N1CCNCC1